2-chloro-5-(1-ethylpyrazol-3-yl)-N-[3-methyl-5-(2-phenylethynyl)-2-pyridyl]benzamide ClC1=C(C(=O)NC2=NC=C(C=C2C)C#CC2=CC=CC=C2)C=C(C=C1)C1=NN(C=C1)CC